C1(CC1)N1N=C(C(=C1)C(C)NC1CCN(CC1)C=1C(=NC=CC1C)OC)NCC1=C(C=CC=C1)C(F)(F)F {1-[1-Cyclopropyl-3-(2-trifluoromethyl-benzylamino)-1H-pyrazol-4-yl]-ethyl}-(2'-methoxy-4'-methyl-3,4,5,6-tetrahydro-2H-[1,3']bipyridinyl-4-yl)-amine